C(CCC)COCCOCCOCCO Triethylenglycol butylmethyl ether